(Z)-1-acetyl-3-((5-isopropyl-1-(3-methoxypropyl)-1H-imidazol-4-yl)methylene)piperazine-2,5-dione C(C)(=O)N1C(/C(/NC(C1)=O)=C/C=1N=CN(C1C(C)C)CCCOC)=O